3-(2-methoxyphenyl)-5-(piperazin-1-yl)pyrazolo[1,5-a]pyrimidine COC1=C(C=CC=C1)C=1C=NN2C1N=C(C=C2)N2CCNCC2